C(OC1=C(C=CC=C1)CCC)(OC1=C(C=CC=C1)CCC)=O di(propylphenyl) carbonate